FC(C)(F)C1=CC=CC(=N1)C(=O)NC=1C(=CC=2N(C1)C=C(N2)C2CCC(CC2)C(=O)OC)OC (1R,4R)-Methyl 4-(6-(6-(1,1-difluoroethyl)picolinamido)-7-methoxyimidazo[1,2-a]pyridine-2-yl)cyclohexanecarboxylate